FC=1C=C(C=CC1OC1=C(N=C(S1)C(C)O)C)N1N=C2N(C1=O)[C@@H](CC2)C2=CC=CC=C2 (5S)-2-(3-fluoro-4-((2-(1-hydroxyethyl)-4-methylthiazol-5-yl)oxy)phenyl)-5-phenyl-2,5,6,7-tetrahydro-3H-pyrrolo[2,1-c][1,2,4]triazol-3-one